O1N=CC=C1N1[C@@H](CCN2C1=NC(=C(C2=O)C)N2[C@@H](COCC2)C)C(F)(F)F (S)-9-Isoxazol-5-yl-methyl-2-((R)-3-methylmorpholin-4-yl)-8-trifluoromethyl-6,7,8,9-tetrahydro-pyrimido[1,2-a]-pyrimidin-4-one